4-[2-(pyrrolidin-1-yl)ethoxy]-2-(trimethylstannyl)pyridine N1(CCCC1)CCOC1=CC(=NC=C1)[Sn](C)(C)C